1-acetyl-N-(2-methoxy-5-(3-(trifluoromethyl)phenoxy)phenyl)azetidine-3-carboxamide C(C)(=O)N1CC(C1)C(=O)NC1=C(C=CC(=C1)OC1=CC(=CC=C1)C(F)(F)F)OC